CC1OC2=C(C(N1)=O)C=C(C=C2)NC(=O)C=2NC1=CC=C(C=C1C2)Cl N-(2-methyl-4-oxo-3,4-dihydro-2H-benzo[e][1,3]oxazin-6-yl)-5-chloro-1H-indole-2-carboxamide